NC=1C2=C(N=CN1)N(C=C2C)C(C)C=2C(=C(C(=C(C2)Cl)C#N)C2CN(C2)C(=O)OC(C)(C)C)OCC tert-Butyl 3-{3-[1-(4-amino-5-methyl-7H-pyrrolo[2,3-d]pyrimidin-7-yl)ethyl]-5-chloro-6-cyano-2-ethoxyphenyl}azetidine-1-carboxylate